3-(6-ethyl-5-(1H-pyrazol-4-yl)pyridin-2-yl)-1-(3-methoxybenzyl)-1,3,8-triazaspiro[4.5]decan-2-one C(C)C1=C(C=CC(=N1)N1C(N(C2(C1)CCNCC2)CC2=CC(=CC=C2)OC)=O)C=2C=NNC2